NC([C@H](C[C@H]1C(NCC1)=O)NC([C@H](CC1=CC(=CC=C1)F)NC([C@H](C(C)(C)C)NC(OC(C)(C)C)=O)=O)=O)=O tert-Butyl ((S)-1-(((S)-1-(((S)-1-amino-1-oxo-3-((S)-2-oxopyrrolidin-3-yl)propan-2-yl)amino)-3-(3-fluorophenyl)-1-oxopropan-2-yl)amino)-3,3-dimethyl-1-oxobutan-2-yl)carbamate